(R)-3-fluoro-1-(prop-2-yn-1-yl)pyrrolidine F[C@H]1CN(CC1)CC#C